3-(difluoromethyl)bicyclo[1.1.1]Pentane-1-carboxylic acid methyl ester COC(=O)C12CC(C1)(C2)C(F)F